C(C)(C)(C)C1=CC2=C(C3=CC=C(C=C3C=C2C=C1)C(C)(C)C)C=1NC(=CC1)B1OC(C(O1)(C)C)(C)C 2-(2,6-di-tert-butylanthracen-9-yl)-5-(4,4,5,5-tetramethyl-1,3,2-dioxaborolan-2-yl)-1H-pyrrole